CC(C(=O)N1[C@H](COC2=C(C1)C=CC(=C2)C(NO)=N)C)(C)C (3S)-4-(2,2-dimethylpropanoyl)-N-hydroxy-3-methyl-3,5-dihydro-2H-1,4-benzoxazepine-8-carboximidamide